OC1=C(C(=CC(=C1)C(F)(F)F)C)C=1C=NC=2C(N1)=NN(C2C)[C@H]2CCC(N(C2)C)=O (S)-5-(6-(2-hydroxy-6-methyl-4-(trifluoromethyl)phenyl)-3-methyl-2H-pyrazolo[3,4-b]pyrazin-2-yl)-1-methylpiperidin-2-one